CC1(C(CC=2C=C3C=CC(OC3=CC2O1)=O)=O)C 8,8-dimethyl-2-oxo-6,7-dihydro-2H,8H-pyrano[3,2-g]chromene-7-One